CNC(O[C@@H]1CC[C@H](CC1)C(N(C[C@@H]1CC[C@H](CC1)C=1C=C2C(=NN(C2=CC1)C)F)C1=CC(=CC=C1)C=1C=NN(C1)C1CC1)=O)=O trans-4-((3-(1-Cyclopropyl-1H-pyrazol-4-yl)phenyl)((trans-4-(3-fluoro-1-methyl-1H-indazol-5-yl)cyclohexyl)methyl) carbamoyl)cyclohexyl methylcarbamate